C(=O)(O)[C@@H](CC=1C=C(C=CC1)C=1C=C(C=CC1)C[C@H](C(=O)O)[C@@H]1CNCC1)[C@@H]1CNCC1 (2S)-3-[3-[3-[(2S)-2-Carboxy-2-[(3R)-pyrrolidin-3-yl]ethyl]phenyl]phenyl]-2-[(3R)-pyrrolidin-3-yl]propanoic acid